5-((7-(5-(2-(amino(cyclopentyl)methyl)-4-fluorophenoxy)pyrimidin-4-yl)-2,7-diazaspiro[4.4]nonan-2-yl)methyl)-1,3-dihydro-2H-benzo[d]imidazol-2-one tri-TFA salt OC(=O)C(F)(F)F.OC(=O)C(F)(F)F.OC(=O)C(F)(F)F.NC(C1=C(OC=2C(=NC=NC2)N2CC3(CCN(C3)CC3=CC4=C(NC(N4)=O)C=C3)CC2)C=CC(=C1)F)C1CCCC1